N-[[4-(dimethylamino)piperidin-1-yl](imino)methyl]benzamide CN(C1CCN(CC1)C(NC(C1=CC=CC=C1)=O)=N)C